2-(7-Chloro-3-methylbenzofuran-2-yl)-5,8-dimethylquinoline ClC1=CC=CC=2C(=C(OC21)C2=NC1=C(C=CC(=C1C=C2)C)C)C